ClC=1C=C(C=CC1F)NC1=NC2=CC=CC=C2C(=N1)N[C@H](C(F)(F)F)C1CC1 (S)-N2-(3-chloro-4-fluorophenyl)-N4-(1-cyclopropyl-2,2,2-trifluoroethyl)quinazoline-2,4-diamine